1-[2-(azetidin-1-yl)-2-oxo-ethyl]-3-methyl-6-[5-(trifluoromethyl)-3-thienyl]imidazo[4,5-b]pyridin-2-one N1(CCC1)C(CN1C(N(C2=NC=C(C=C21)C2=CSC(=C2)C(F)(F)F)C)=O)=O